O1N=CC=CC=CC=CC=CC=CC=C1 oxazacyclopentadecine